2-[4-{5-chloro-2-[5-(difluoromethyl)-1,2-oxazol-3-yl]phenyl}-5-methoxy-2-oxopyridin-1(2H)-yl]butanoic acid tert-butyl ester C(C)(C)(C)OC(C(CC)N1C(C=C(C(=C1)OC)C1=C(C=CC(=C1)Cl)C1=NOC(=C1)C(F)F)=O)=O